C[C@H](CCC(=O)SCCNC(=O)CCNC(=O)[C@@H](C(C)(C)COP(=O)([O-])[O-])O)[C@H]1CC[C@@H]2[C@@]1([C@H](C[C@H]3[C@H]2[C@@H](C[C@H]4[C@@]3(CC[C@H](C4)O)C)O)O)C The molecule is an S-acyl-4'-phosphopantetheine obtained by deprotonation of the phosphate OH groups of S-choloyl-4'-phosphopantetheine; major species at pH 7.3. It is a conjugate base of a S-choloyl-4'-phosphopantetheine.